N1C(=NC2=C1C=CC=C2)C(N2C(C1=CC(=CC=C1C2)C2=CC=C(C=C2)C2CCN(CC2)C)=O)C2=C(C=CC(=C2)F)O 2-((1H-Benzo[d]imidazol-2-yl)(5-fluoro-2-hydroxyphenyl)methyl)-6-(4-(1-methylpiperidin-4-yl)phenyl)isoindolin-1-one